4-hydroxy-N-(4-(4-morpholino-7H-pyrrolo[2,3-d]pyrimidin-6-yl)phenyl)piperidine-4-carboxamide OC1(CCNCC1)C(=O)NC1=CC=C(C=C1)C1=CC2=C(N=CN=C2N2CCOCC2)N1